3-(5-(4-(4-(4-((6-(benzyloxy)-2-(4-(methylsulfonyl)phenyl)naphthalen-1-yl)oxy)Phenoxy)butyl)piperazin-1-yl)-1-oxoisoindoline-2-yl)piperidine-2,6-dione C(C1=CC=CC=C1)OC=1C=C2C=CC(=C(C2=CC1)OC1=CC=C(OCCCCN2CCN(CC2)C=2C=C3CN(C(C3=CC2)=O)C2C(NC(CC2)=O)=O)C=C1)C1=CC=C(C=C1)S(=O)(=O)C